siloxy silicate [Si](OO[SiH3])([O-])([O-])[O-]